C(CCC(=O)OCCCCCCCC)(=O)OCCCCCCCC.[NH4+] ammonium dioctyl succinate